(S)-N-(3-(2-(((R)-1-hydroxybutan-2-yl)amino)-6-morpholinopyridin-4-yl)-4-methylphenyl)-3-(2,2,2-trifluoroethyl)pyrrolidine-1-carboxamide OC[C@@H](CC)NC1=NC(=CC(=C1)C=1C=C(C=CC1C)NC(=O)N1C[C@@H](CC1)CC(F)(F)F)N1CCOCC1